C1(CCCCC1)S(=O)(=O)C(S(=O)(=O)CCCS(=O)(=O)C(=[N+]=[N-])S(=O)(=O)C1CCCCC1)=[N+]=[N-] 1,3-bis(cyclohexylsulfonyl-diazomethylsulfonyl)propane